2-(1-Naphthyl)-4-phenyl-5-methylimidazole C1(=CC=CC2=CC=CC=C12)C=1NC(=C(N1)C1=CC=CC=C1)C